NC1=NC(=NC(=N1)OCC)C 2-Amino-4-ethoxy-6-methyl-1,3,5-triazin